Trifluoro-[[(5-fluoro-2-methoxy-benzoyl)amino]methyl]borane potassium salt [K].FC1=C(C(=C(C(=C1C(=O)NCB)OC)F)F)F